C(C)(C)(C)OC(=O)N1C2CN(CC(N1C(=O)OC(C)(C)C)C2)CC2=CC=CC=C2.C2=CC=CC=1C3=CC=CC=C3N(C21)CCC2=NN=C(O2)SCC(=O)NC2=C(C=C(C=C2)Cl)Cl 2-((5-(2-(9H-carbazol-9-yl)ethyl)-1,3,4-oxadiazol-2-yl)thio)-N-(2,4-dichlorophenyl)acetamide di-tert-butyl-3-benzyl-3,6,7-triazabicyclo[3.2.1]octane-6,7-dicarboxylate